2-(3,4-difluorophenyl)ethan-1-one FC=1C=C(C=CC1F)CC=O